N-[5-ethoxy-6-(1H-pyrazol-1-ylmethyl)-1,2-benzoxazol-3-yl]-2,6-dimethoxybenzenesulfonamide C(C)OC=1C(=CC2=C(C(=NO2)NS(=O)(=O)C2=C(C=CC=C2OC)OC)C1)CN1N=CC=C1